BrC1=NC(=CC2=C(C=CC=C12)C(C)C)Cl bromo-3-chloro-5-(propan-2-yl)isoquinoline